6-[[5-chloro-3-(2,2,2-trifluoroethoxy)-2-pyridyl]oxy]-N-(4,4-difluoro-1-methyl-cyclohexyl)-1,3-benzoxazole-2-carboxamide ClC=1C=C(C(=NC1)OC1=CC2=C(N=C(O2)C(=O)NC2(CCC(CC2)(F)F)C)C=C1)OCC(F)(F)F